FC(C=1C=C(OC2CCNCC2)C=CC1)(F)F 4-(3-(Trifluoromethyl)phenoxy)piperidine